tert-butyl (R)-3-(2-methyl-5-((3-(trifluoromethoxy)benzyl)oxy)benzofuran-3-carboxamido)-pyrrolidine-1-carboxylate CC=1OC2=C(C1C(=O)N[C@H]1CN(CC1)C(=O)OC(C)(C)C)C=C(C=C2)OCC2=CC(=CC=C2)OC(F)(F)F